N1=CC(=CC2=CC=CC=C12)S(=O)(=O)C1=CC=C(C=C1)CNC(=O)C=1C=C2C(=NC1)NN=C2 N-{[4-(quinoline-3-sulfonyl)phenyl]methyl}-1H-pyrazolo[3,4-b]pyridine-5-carboxamide